FC1=CC(=CC=2N(C(=NC21)C)C(C)C)C=2C=CN1N=C(N=CC12)NC1CC(C1)(O)C 3-((5-(4-fluoro-1-isopropyl-2-methyl-1H-benzo[d]imidazol-6-yl)pyrrolo[2,1-f][1,2,4]triazin-2-yl)amino)-1-methylcyclobutan-1-ol